N-[2-(3-aminopropanoylamino)ethyl]-2-ethyl-4-[[3-[3-(trifluoromethyl)-1H-pyrazol-4-yl]imidazo[1,2-a]pyrazin-8-yl]amino]benzamide NCCC(=O)NCCNC(C1=C(C=C(C=C1)NC=1C=2N(C=CN1)C(=CN2)C=2C(=NNC2)C(F)(F)F)CC)=O